(S)-tert-Butyl (1-(3-((3-(difluoromethyl)-1-(piperidin-4-yl)-1H-pyrazol-4-yl)carbamoyl)pyrazolo[1,5-a]pyrimidin-5-yl)piperidin-3-yl)carbamate FC(C1=NN(C=C1NC(=O)C=1C=NN2C1N=C(C=C2)N2C[C@H](CCC2)NC(OC(C)(C)C)=O)C2CCNCC2)F